ClC1=NC=CC=C1S(=O)(=O)N(COC)C1=NOC(=C1Cl)C 2-chloro-N-(4-chloro-5-methylisoxazol-3-yl)-N-(methoxymethyl)pyridine-3-sulfonamide